FC1=C(C(=CC(=C1)F)OC)C#CC1=NN2C([C@H](N([C@@H](C2)C)C(=O)OC(C)(C)C)C)=C1 tert-butyl (4R,6R)-2-[2-(2,4-difluoro-6-methoxy-phenyl)ethynyl]-4,6-dimethyl-6,7-dihydro-4H-pyrazolo[1,5-a]pyrazine-5-carboxylate